(2S,4r)-1-[(2S)-2-[4-(3,4-dimethoxyphenyl)triazol-1-yl]-3,3-dimethyl-butyryl]-4-hydroxy-N-methyl-pyrrolidine-2-carboxamide COC=1C=C(C=CC1OC)C=1N=NN(C1)[C@H](C(=O)N1[C@@H](C[C@H](C1)O)C(=O)NC)C(C)(C)C